6-chloro-N-(2,4-difluoro-3-(2-((1-(2-hydroxyethyl)piperidin-4-yl)amino)quinazolin-6-yl)phenyl)-1-hydroxy-2,3-dihydro-1H-indene-4-sulfonamide ClC=1C=C(C=2CCC(C2C1)O)S(=O)(=O)NC1=C(C(=C(C=C1)F)C=1C=C2C=NC(=NC2=CC1)NC1CCN(CC1)CCO)F